C(#N)N1CC2=C(C=C(C=C2C1)NC(=O)C1CN(CCO1)C(C)C)C1=CC=CC=C1 N-(2-cyano-7-phenylisoindolin-5-yl)-4-isopropylmorpholine-2-carboxamide